(2S,4S,5S)-5-((tert-butoxycarbonyl)amino)-2-((S)-1-(4-fluorophenyl)-1,2,3,4-tetrahydroisoquinoline-2-carbonyl)tetrahydro-2H-pyran-4-yl 4-nitrobenzoate [N+](=O)([O-])C1=CC=C(C(=O)O[C@H]2C[C@H](OC[C@@H]2NC(=O)OC(C)(C)C)C(=O)N2[C@H](C3=CC=CC=C3CC2)C2=CC=C(C=C2)F)C=C1